C(#N)C=1C=NN2C1C(=CC(=C2)C=2C=NN(C2C)C2CCN(CC2)C2C(N(C2)C(=O)OC(C)(C)C)(C)C)OC tert-Butyl 3-[4-(4-[3-cyano-4-methoxypyrazolo[1,5-a]pyridin-6-yl]-5-methylpyrazol-1-yl) piperidin-1-yl]-2,2-dimethylazetidine-1-carboxylate